[(1S,2S,3R,4S,6R)-2-acetoxy-4,6-diazido-3-[(2R,6S)-3-azido-6-[(R)-[benzyl(benzyloxycarbonyl)amino]-cyclopropyl-methyl]tetrahydropyran-2-yl]oxy-cyclohexyl]acetate C(C)(=O)O[C@H]1[C@H]([C@@H](C[C@@H]([C@H]1O[C@H]1O[C@@H](CCC1N=[N+]=[N-])[C@@H](C1CC1)N(C(=O)OCC1=CC=CC=C1)CC1=CC=CC=C1)N=[N+]=[N-])N=[N+]=[N-])CC(=O)[O-]